1-(6-(4-isopropyl-4H-1,2,4-triazol-3-yl)pyridin-2-yl)-3-(3-(methylsulfonyl)phenyl)imidazolidin-2-one C(C)(C)N1C(=NN=C1)C1=CC=CC(=N1)N1C(N(CC1)C1=CC(=CC=C1)S(=O)(=O)C)=O